C(C1=CC=CC=C1)(=O)C(=[N+]=[N-])S(=O)(=O)C1=CC=CC=C1 (benzoyl)(phenylsulfonyl)diazomethane